BrC1=NN(C(=C1)C(=O)NC=1C(=CC=2N(C1C(=O)NC1CSC1)N=CC2)C)C2=NC=CC=C2Cl 6-(3-Bromo-1-(3-chloropyridin-2-yl)-1H-pyrazol-5-carboxamido)-5-methyl-N-(thietan-3-yl)pyrazolo[1,5-a]pyridin-7-carboxamid